2-chloro-3-(1,3-dimethyl-1H-pyrazol-5-oxy)methyl-4-methanesulfonylbenzoyl chloride ClC1=C(C(=O)Cl)C=CC(=C1COC1=CC(=NN1C)C)S(=O)(=O)C